benzyloxy-2-chloro-4-nitro-benzene C(C1=CC=CC=C1)OC1=C(C=C(C=C1)[N+](=O)[O-])Cl